(1-(4-chlorophenyl)-1H-1,2,4-triazol-3-yl)(pyrrolidin-1-yl)methanone ClC1=CC=C(C=C1)N1N=C(N=C1)C(=O)N1CCCC1